2-(3,4-dichloro-6-oxo-pyridazin-1-yl)-N-[3-(dimethylsulfamoyl)-4-methyl-phenyl]acetamide ClC1=NN(C(C=C1Cl)=O)CC(=O)NC1=CC(=C(C=C1)C)S(N(C)C)(=O)=O